OCC(CO)ON=C1CN(C1)C1=C(C=C2C(C(=CN(C2=N1)C=1SC=CN1)C(=O)O)=O)F 7-(3-{[(1,3-dihydroxypropan-2-yl)oxy]imino}azetidin-1-yl)-6-fluoro-4-oxo-1-(1,3-thiazol-2-yl)-1,4-dihydro-1,8-naphthyridine-3-carboxylic acid